methyl (2S)-2-[4-bromo-5-fluoro-2-(4-butoxy-4,5-dihydroisoxazol-3-yl)phenoxy]-2-cyclopropylacetate BrC1=CC(=C(O[C@H](C(=O)OC)C2CC2)C=C1F)C1=NOCC1OCCCC